C1(=CC=CC=C1)NS(=O)(=O)C1=C(C=CC=C1)NC(=O)NS(=O)(=O)C1=CC=C(C)C=C1 N-phenyl-2-(3-tosylureido)benzenesulfonamide